NC=1C=C(C=C(C1)CCNC(=O)OCCC(=O)[O-])CCNC(=O)OCCC(=O)[O-] (((((5-amino-1,3-phenylene)bis(ethane-2,1-diyl))bis(azanediyl))bis(carbonyl))bis(oxy))bis(methylene)diacetate